NC1=NC=NN2C1=CC=C2[C@]2([C@@H]([C@H](CO2)O)O)C#N (2R,3S,4R,5R)-5-(4-Aminopyrrolo[2,1-f][1,2,4]triazin-7-yl)-5-cyano-3,4-dihydroxytetrahydrofuran